ethyl-1-[[5-[5-(trifluoromethyl)-1,2,4-oxadiazol-3-yl]-2-thienyl]methyl]pyrazole-4-carboxylate C(C)OC(=O)C=1C=NN(C1)CC=1SC(=CC1)C1=NOC(=N1)C(F)(F)F